tert-butyl 3-[1-(2,6-dioxopiperidin-3-yl)-3-methyl-2-oxo-1,3-benzodiazol-4-yl]-5,6-dihydro-2H-pyridine-1-carboxylate O=C1NC(CCC1N1C(N(C2=C1C=CC=C2C=2CN(CCC2)C(=O)OC(C)(C)C)C)=O)=O